ClC1=CC=C(C=C1)C1C(=C(N=C2N1C(/C(/S2)=C/C2=CC=C(C=C2)OCC(=O)N2CCN(CC2)C2CCCCC2)=O)C)C(=O)OCC ethyl (Z)-5-(4-chlorophenyl)-2-(4-(2-(4-cyclohexylpiperazin-1-yl)-2-oxoethoxy)benzylidene)-7-methyl-3-oxo-2,3-dihydro-5H-thiazolo[3,2-a]pyrimidine-6-carboxylate